C(C)NS(=O)(=O)N1C[C@H](CC1)NC1=C2N=CN(C2=NC(=N1)N[C@@H]([C@H](C)O)CC)CC (S)-N-ethyl-3-((9-ethyl-2-(((2S,3R)-2-hydroxypentan-3-yl)amino)-9H-purin-6-yl)-amino)pyrrolidine-1-sulfonamide